N-(2,6-Dimethylphenyl)-5,6-dihydro-4H-1,3-thiazine-2-amine CC1=C(C(=CC=C1)C)NC=1SCCCN1